dammarenediol CC(=CCC[C@@](C)(C1CC[C@@]2(C1CC[C@H]3[C@]2(CC[C@@H]4[C@@]3(CC[C@@H](C4(C)C)O)C)C)C)O)C